N-(3-chloro-1,4-dioxo-1,4-dihydronaphthalene-2-yl)-N-butyl-acetamide ClC1=C(C(C2=CC=CC=C2C1=O)=O)N(C(C)=O)CCCC